[C-]1(C=CC=C1)C(=O)O.[CH-]1C=CC=C1.[Fe+2] ferrocenemonoformic acid